N-[9-[(2R,5S)-4-[tert-butyl(dimethyl)silyl]oxy-5-formyl-3-methoxy-tetrahydrofuran-2-yl]purin-6-yl]benzamide [Si](C)(C)(C(C)(C)C)OC1C([C@@H](O[C@@H]1C=O)N1C2=NC=NC(=C2N=C1)NC(C1=CC=CC=C1)=O)OC